ClC=1C=C(C=CC1Cl)C=1N=C(SC1CC(C)C)N1CC(N(CC1)C(=O)OCC1=CC=CC=C1)C(=O)OC 1-benzyl 2-methyl 4-(4-(3,4-dichlorophenyl)-5-isobutylthiazol-2-yl)piperazine-1,2-dicarboxylate